N-{4-(4-methyl-1,4-diazepan-1-yl)-8-oxo-l-1-thia-1,3,5-triazatetracyclo[8.7.0.02,7.012,17]heptadeca-2(7),3,5,9,12(17),13,15-heptaen-9-yl}(2-piperidyl)acetamide CN1CCN(CCC1)C1=NC=2S3C=4C=CC=CC4CC3=C(C(C2C=N1)=O)NC(CC1NCCCC1)=O